F[B-](F)(F)F.F[B-](F)(F)F.N12CCN(CC1)CC2 1,4-diazabicyclo[2.2.2]octane bis(tetrafluoroborate)